1-ethyl-3-butylsulphonyl-imidazole bisulfate S(O)(O)(=O)=O.C(C)N1CN(C=C1)S(=O)(=O)CCCC